acetophenone hydrazone C(C)(C1=CC=CC=C1)=NN